C(CC)C(CCO)CCO 3-propyl-1,5-pentanediol